COC=1N=CC=C2C1NC=C2C=O 7-METHOXY-1H-PYRROLO[2,3-C]PYRIDINE-3-CARBALDEHYDE